CC=1C(=NC=CC1OCC(F)(F)F)CS(=O)C1=NC2=C(N1C(=O)OCCCOC=1C=C3C=CC(OC3=CC1)=O)C=CC=C2 3-((2-Oxo-2H-chromen-6-yl)oxy)propyl 2-(((3-methyl-4-(2,2,2-trifluoroethoxy)pyridin-2-yl)methyl)sulfinyl)-1H-benzo[d]imidazole-1-carboxylate